C1(=CC(=CC=C1)C1OCCC1)C 2-(3-tolyl)tetrahydrofuran